ONC(=N)C1=NC2=CC=CC=C2N=C1NC1=CC=C(C=C1)C(F)(F)F N-hydroxy-3-[4-(trifluoromethyl)anilino]quinoxaline-2-carboxamidine